OC(CNC1=C(C=CC=C1)OC)C1=CNC(O1)=S 5-[1-hydroxy-2-(2-methoxyphenylamino)ethyl]-1,3-oxazol-2(3H)-thione